6-fluoro-2-(4-(piperazine-1-carbonyl)phenyl)-1H-benzo[d]imidazole-4-carboxamide FC=1C=C(C2=C(NC(=N2)C2=CC=C(C=C2)C(=O)N2CCNCC2)C1)C(=O)N